(1R)-2-[[[2-(4-aminophenyl)ethyl]amino]methyl]benzyl alcohol NC1=CC=C(C=C1)CCNCC1=C(CO)C=CC=C1